S-Cyclohexyl (S)-2-(2-((S)-1-(2,3-difluorobenzyl)-5-oxopyrrolidin-2-yl)acetamido)-3-methylbutanethioate FC1=C(CN2[C@@H](CCC2=O)CC(=O)N[C@H](C(SC2CCCCC2)=O)C(C)C)C=CC=C1F